dihydro-3'H-spiro[cyclobutane-1,4'-isoquinolin]-3'-one C1NC(C2(C3=CC=CC=C13)CCC2)=O